N-(2-chloro-3-((3,5-dimethyl-4-oxo-3,4-dihydroquinazolin-6-yl)amino)-4-fluorophenyl)pyridine-2-sulfonamide ClC1=C(C=CC(=C1NC=1C(=C2C(N(C=NC2=CC1)C)=O)C)F)NS(=O)(=O)C1=NC=CC=C1